1-ethyl-N-(6-(oxetan-3-yl)isoquinolin-3-yl)piperidine-4-carboxamide C(C)N1CCC(CC1)C(=O)NC=1N=CC2=CC=C(C=C2C1)C1COC1